4-(((S)-tert-butylsulfinyl)amino)-N-(3-chloro-4-fluorophenyl)-2-methyl-4,5,6,7-tetrahydro-2H-isoindole-1-carboxamide C(C)(C)(C)[S@](=O)NC1C2=CN(C(=C2CCC1)C(=O)NC1=CC(=C(C=C1)F)Cl)C